FC1(CCN(CC1)C(=O)C=1C=C2C=CC(=C(C2=CC1)C=1C=C2C(=NC1)C(N(C2)C)=O)F)F 3-(6-(4,4-difluoropiperidine-1-carbonyl)-2-fluoronaphthalen-1-yl)-6-methyl-5,6-dihydro-7H-pyrrolo[3,4-b]pyridin-7-one